lithium 3-fluoropyridine-2-sulfinate FC=1C(=NC=CC1)S(=O)[O-].[Li+]